N-(6-fluoro-2-methyl-2H-indazol-5-yl)-4-((2S)-2-methylpiperidin-4-yl)-2,3-dihydro-1H-pyrrolo[2,3-b]pyridine-1-carboxamide formate C(=O)O.FC=1C(=CC2=CN(N=C2C1)C)NC(=O)N1CCC=2C1=NC=CC2C2C[C@@H](NCC2)C